4-(2-Dimethylamino-ethoxy)-2-fluoro-N-[8-(6-methoxy-pyridin-2-yl)-2,3-dihydro-benzo[1,4]dioxin-2-ylmethyl]-benzamide CN(CCOC1=CC(=C(C(=O)NCC2COC3=C(O2)C(=CC=C3)C3=NC(=CC=C3)OC)C=C1)F)C